C(N)(=O)C1(CC1)C=1C=C(C(=O)N2[C@@H]3C[C@@H]3C[C@@H]2C(=O)N[C@H](C2COC2)C2=C(C=C(C(=C2)F)Cl)F)C=CC1 (1R,3R,5R)-2-(3-(1-carbamoylcyclopropyl)benzoyl)-N-((R)-(4-chloro-2,5-difluorophenyl)(3-oxetanyl)methyl)-2-azabicyclo[3.1.0]hexane-3-carboxamide